C(C(C)C)(=O)O[C@@H]1[C@@](O[C@H](C1)N1C2=NC(=NC(=C2N=C1)N)F)(C#C)COP(=O)(OC1=CC=CC=C1)N[C@H](C(=O)OC1CCCCC1)C (2R,3S,5R)-5-(6-amino-2-fluoro-9H-purin-9-yl)-2-((((((S)-1-(cyclohexyloxy)-1-oxopropan-2-yl)amino)(phenoxy)phosphoryl)oxy)methyl)-2-ethynyltetrahydrofuran-3-yl isobutyrate